C(C)(C)(C)N1CCN(CC1)C=1C=C(C=NC1OC([2H])([2H])[2H])C=1C(=C(C=C(C1)F)C1=CC(=C(C=C1)N1C(N(C=C1)C)=O)Cl)O 1-(3'-(5-(4-(tert-Butyl)piperazin-1-yl)-6-(methoxy-d3)pyridin-3-yl)-3-chloro-5'-fluoro-2'-hydroxy-[1,1'-biphenyl]-4-yl)-3-methyl-1,3-dihydro-2H-imidazol-2-one